2,4,6-tripropyl-2,4,6-trioxo-1,3,5,2,4,6-trioxatriphosphine C(CC)P1(OP(OP(O1)(=O)CCC)(=O)CCC)=O